formyl aspartate N[C@@H](CC(=O)[O-])C(=O)OC=O